2-Methoxy-4-propylcyclohexanol COC1C(CCC(C1)CCC)O